ClC1=CC=C(CN2C(=NC3=NC=C(C=C32)C=3C2=C(C(N(C3)C)=O)NC=C2)C)C=C1 4-(1-(4-chlorobenzyl)-2-methyl-1H-imidazo[4,5-b]pyridin-6-yl)-6-methyl-1H-pyrrolo[2,3-c]pyridin-7(6H)-one